dihydro-3-(3-(triethoxysilyl)propyl)furan-2,5-dione C(C)O[Si](CCCC1C(OC(C1)=O)=O)(OCC)OCC